3-(2-cyanoprop-2-yl)-N-(6-methyl-5-(7-(methylamino)-1,6-naphthyridin-3-yl)pyridin-3-yl)benzamide C(#N)C(C)(C)C=1C=C(C(=O)NC=2C=NC(=C(C2)C=2C=NC3=CC(=NC=C3C2)NC)C)C=CC1